4-((6-methylhept-2-yl)oxy)butyraldehyde CC(CCCC(C)OCCCC=O)C